tert-butyl 1-(difluoromethyl)-6,6-dimethyl-3-(4-nitrobenzamido)-4,6-dihydropyrrolo[3,4-c]pyrazole-5(1H)-carboxylate FC(N1N=C(C2=C1C(N(C2)C(=O)OC(C)(C)C)(C)C)NC(C2=CC=C(C=C2)[N+](=O)[O-])=O)F